6-(2-isopropylphenyl)-3-(4-(1-methyl-4-(trifluoromethyl)-1H-imidazol-2-yl)benzyl)-[1,2,4]triazolo[4,3-b][1,2,4]triazine C(C)(C)C1=C(C=CC=C1)C=1C=NC=2N(N1)C(=NN2)CC2=CC=C(C=C2)C=2N(C=C(N2)C(F)(F)F)C